C1(CC1)S(=O)(=O)NC=1SC=C(N1)[C@H](C(=O)NC1=CC=C(C=C1)C=1C=NC=C(C1)F)CC (R)-2-(2-(cyclopropanesulfonylamino)thiazol-4-yl)-N-(4-(5-fluoropyridin-3-yl)phenyl)butanamide